(1-(((2R,3S,4R,5R)-5-(6-chloro-4-(cyclopentylamino)-1H-pyrazolo[3,4-d]pyrimidin-1-yl)-3,4-dihydroxytetrahydrofuran-2-yl)methoxy)-2-oxo-2-phenylethyl)phosphonic acid ClC1=NC(=C2C(=N1)N(N=C2)[C@H]2[C@@H]([C@@H]([C@H](O2)COC(C(C2=CC=CC=C2)=O)P(O)(O)=O)O)O)NC2CCCC2